7'-cyclopropyl-4'-methylenespiro[cyclopropane-1,1'-isochromane] C1(CC1)C1=CC=C2C(COC3(C2=C1)CC3)=C